6-(2-carbamoylpyridin-4-yl)-N-(2-methyl-5-(2-(piperidin-1-yl)acetamido)pyridin-3-yl)pyrazolo[1,5-a]pyrazine-3-carboxamide C(N)(=O)C1=NC=CC(=C1)C=1N=CC=2N(C1)N=CC2C(=O)NC=2C(=NC=C(C2)NC(CN2CCCCC2)=O)C